O=C1NC(CC[C@H]1NC(=O)C1=NC=C2N1C=CC=C2)=O (R)-N-(2,6-dioxopiperidin-3-yl)imidazo[1,5-a]pyridine-3-carboxamide